(2R,3S,5R)-5-(6-Amino-2-fluoro-9H-purin-9-yl)-2-((((((S)-1-(decyloxy)-1-oxo-3-phenylpropan-2-yl)amino)(phenoxy) phosphoryl)oxy) methyl)-2-ethynyltetrahydrofuran-3-yl decanoate C(CCCCCCCCC)(=O)O[C@@H]1[C@@](O[C@H](C1)N1C2=NC(=NC(=C2N=C1)N)F)(C#C)COP(=O)(OC1=CC=CC=C1)N[C@H](C(=O)OCCCCCCCCCC)CC1=CC=CC=C1